N1=NCN2N=CN=C21 [1,2,4]triazolo[4,3-b][1,2,4]triazole